(3E)-3-[(2,4,6-trimethoxyphenyl)methylidene]-1H-indol-2-one COC1=C(C(=CC(=C1)OC)OC)\C=C/1\C(NC2=CC=CC=C12)=O